C(C)(C)(C)NC=1C=C2C(=CC=NC2=CC1OC)O 6-(tert-butylamino)-7-methoxyquinolin-4-ol